4-methyl-3-thiocyano-1H-indole CC1=C2C(=CNC2=CC=C1)SC#N